5-[3-(6-piperazin-1-ylpyrimidin-4-yl)-1H-pyrazolo[3,4-c]pyridin-5-yl]spiro[2.3]hexane-5-carbonitrile N1(CCNCC1)C1=CC(=NC=N1)C1=NNC2=CN=C(C=C21)C2(CC1(CC1)C2)C#N